OC(=O)C(F)(F)F.FC1=C(C(=CC(=C1)F)F)CC(=S)NN 2-(2,4,6-trifluorophenyl)thioacetohydrazide TFA salt